N-(1-(5-amino-2-fluoro-3-(trifluoromethyl)phenyl)ethyl)-2-methylpropane-2-sulfinamide NC=1C=C(C(=C(C1)C(C)NS(=O)C(C)(C)C)F)C(F)(F)F